N1-(2-fluorophenyl)-N2-((S)-1-(((S)-6-guanidino-2-oxo-1-(2,3,5,6-tetrafluorophenoxy)-hexan-3-yl)amino)-4-methyl-1-oxopentan-2-yl)oxalamide FC1=C(C=CC=C1)NC(C(=O)N[C@H](C(=O)N[C@H](C(COC1=C(C(=CC(=C1F)F)F)F)=O)CCCNC(=N)N)CC(C)C)=O